NC1=CC=C(C=C1)CC1=C(C=C(C=C1)N)OC 4-((4-aminophenyl)methyl)-3-methoxybenzenamine